COC(C1=CN=C(C=C1C=O)OCC[Si](C)(C)C)=O 4-formyl-6-(2-(trimethylsilyl)ethoxy)nicotinic acid methyl ester